2-(isoxazol-5-ylmethoxy)-4-[5-(trifluoromethyl)-1,2,4-oxadiazol-3-yl]pyridine O1N=CC=C1COC1=NC=CC(=C1)C1=NOC(=N1)C(F)(F)F